FC=1C(=NC(=NC1)N1CCC(CC1)(C(=O)N1OCC[C@H]1C=1C=NC=C(C1)F)F)C(=O)N (S)-5-fluoro-2-(4-fluoro-4-(3-(5-fluoropyridin-3-yl)isoxazolidine-2-carbonyl)piperidin-1-yl)pyrimidine-4-carboxamide